2-methyl-4-((1,2,2,6,6-pentamethylpiperidin-4-yl)oxy)thiazole-5-carboxamide CC=1SC(=C(N1)OC1CC(N(C(C1)(C)C)C)(C)C)C(=O)N